4-((4-(2-(Methyl((1-methyl-1H-indazol-5-yl)methyl)amino)ethyl)phenyl)carbamoyl)-3-(4-oxo-4H-chromene-2-carboxamido)benzoic acid CN(CCC1=CC=C(C=C1)NC(=O)C1=C(C=C(C(=O)O)C=C1)NC(=O)C=1OC2=CC=CC=C2C(C1)=O)CC=1C=C2C=NN(C2=CC1)C